N1CC(CC1)CC(=O)C1C(C2=CC=3C(C(C(C3C=C2C1=O)=O)C(CC1CNCC1)=O)=O)=O 2,6-bis[2-(pyrrolidin-3-yl)acetyl]-1,2,3,5,6,7-hexahydro-s-indacene-1,3,5,7-tetrone